ClC1=C(OC=2C(=CC(N(C2)C)=O)C=2C3=C(C(N(C2)C)=O)NC=C3)C(=CC(=C1)F)Cl 4-(5-(2,6-dichloro-4-fluorophenoxy)-1-methyl-2-oxo-1,2-dihydropyridin-4-yl)-6-methyl-1,6-dihydro-7H-pyrrolo[2,3-c]pyridin-7-one